4-(carboxymethyl)-2-((R)-1-(2-(2,5-dichlorobenzamido)acetamido)-3-methylbutyl)-6-oxo-1,3,2-dioxaborinane-4-carboxylic acid C(=O)(O)CC1(OB(OC(C1)=O)[C@H](CC(C)C)NC(CNC(C1=C(C=CC(=C1)Cl)Cl)=O)=O)C(=O)O